FC(SC=1C(=NC=CC1)NC=1C=C(N=NC1C(NC([2H])([2H])[2H])=O)NC(OC)=O)F methyl (5-((3-((difluoromethyl)thio)pyridin-2-yl)amino)-6-((methyl-d3)carbamoyl)-pyridazin-3-yl)carbamate